N1(N=CN=C1)CCCN1C2=C(C3=CC=C(C=C13)OC)C=CN=C2C 9-(3-(1H-1,2,4-triazol-1-yl)propyl)-7-methoxy-1-methyl-9H-pyrido[3,4-b]indole